2-(((3-benzyl-4-iodo-3-(iodomethyl)but-2-ylidene)amino)oxy)acetic acid methyl ester COC(CON=C(C)C(CI)(CI)CC1=CC=CC=C1)=O